BrC1=C(C(=CC2=C1[C@@H]([C@](O2)(C2=CC=CC=C2)C(C)N[S@](=O)C(C)(C)C)C)F)Cl (R)-N-(1-((2s,3s)-4-bromo-5-chloro-6-fluoro-3-methyl-2-phenyl-2,3-dihydrobenzofuran-2-yl)ethyl)-2-methylpropane-2-sulfinamide